C(C)(C)OC=1C(=CC2=CN(N=C2C1)C12COC(C1)(C2)C)C(=O)NC=2C(N(C=CC2)C2C(C2)C)=O 6-isopropoxy-2-(1-methyl-2-oxabicyclo[2.1.1]hexan-4-yl)-N-(1-(2-methylcyclopropyl)-2-oxo-1,2-dihydropyridin-3-yl)-2H-indazole-5-carboxamide